COCOC=CCCCCCCCC decenyl methoxymethyl ether